ClC=1C=C(C=CC1Cl)C1(CCC1)CN (1-(3,4-dichlorophenyl)cyclobutyl)methanamine